C1(CCCCC1)P(C1CCCCC1)C1=C(C=CC=C1)C1=C(C=CC=C1OC)OC dicyclohexylphosphino-2',6'-dimethoxybiphenyl